4-(formylmethyl)-1-piperidinecarboxylic acid tert-butyl ester C(C)(C)(C)OC(=O)N1CCC(CC1)CC=O